4,4'-dipyridyldisulfide C1=CN=CC=C1SSC2=CC=NC=C2